CC1=C(OCC(=O)O)C(=CC(=C1)CN1C(N(CC1)C1=CC=C(C=C1)C(F)(F)F)=O)C 2-(2,6-Dimethyl-4-((2-oxo-3-(4-(trifluoromethyl)phenyl)imidazolin-1-yl)methyl)phenoxy)acetic acid